2-chloro-N-(5-chloro-6-((1r,2s,4s)-2-(3-methylisoxazol-5-yl)-7-azabicyclo[2.2.1]heptan-7-yl)pyridin-3-yl)-4-(3-ethynylpyridin-4-yl)-5-fluorobenzamide ClC1=C(C(=O)NC=2C=NC(=C(C2)Cl)N2[C@H]3[C@H](C[C@@H]2CC3)C3=CC(=NO3)C)C=C(C(=C1)C1=C(C=NC=C1)C#C)F